CC(C(C(=O)N)N(C(=O)N1C[C@]2(CN(CO2)C(C=C)=O)CC1)C)C 3-methyl-2-{methyl-[(5R)-3-(prop-2-enoyl)-1-oxa-3,7-diazaspiro[4.4]nonan-7-yl]carbonylamino}butanamide